(S)-2-((4-(3-(benzyloxy)phenyl)bicyclo[2.2.2]oct-1-yl)methyl)-1-(oxetan-2-ylmethyl)-1H-benzo[d]imidazole-6-carboxylic acid C(C1=CC=CC=C1)OC=1C=C(C=CC1)C12CCC(CC1)(CC2)CC2=NC1=C(N2C[C@H]2OCC2)C=C(C=C1)C(=O)O